ClC1=C(C=CC(=C1)OC1=CC=C(C=C1)Cl)C(C(=O)OC)=O methyl 2-(2-chloro-4-(4-chlorophenoxy) phenyl)-2-oxoacetate